1'-(2,2,2-trifluoroethyl)-5,6-dihydro-7H-spiro[pyrido[4,3-d]pyrimidine-8,3'-pyrrolidin]-7-one FC(CN1CC2(CC1)C(NCC1=C2N=CN=C1)=O)(F)F